(4aR,8aS)-6-[4-[3-Pyrazol-1-yl-5-(trifluoromethyl)phenoxy]piperidine-1-carbonyl]-4,4a,5,7,8,8a-hexahydropyrido[4,3-b][1,4]oxazin-3-one N1(N=CC=C1)C=1C=C(OC2CCN(CC2)C(=O)N2C[C@@H]3[C@@H](OCC(N3)=O)CC2)C=C(C1)C(F)(F)F